(S)-3-(3-chloro-4-fluorophenyl)-1-(1-(1-oxo-1,2-dihydroisoquinolin-4-yl)ethyl)-1-(thiazol-4-ylmethyl)urea ClC=1C=C(C=CC1F)NC(N(CC=1N=CSC1)[C@@H](C)C1=CNC(C2=CC=CC=C12)=O)=O